C(C(=C)C)(=O)OCCC[Si](O[Si](CCO[Si](C)(C)C)(C)C)(O[Si](CCO[Si](C)(C)C)(C)C)O[Si](C)(C)CCO[Si](C)(C)C methacryloxypropyltris((trimethylsiloxy)ethyldimethylsiloxy)silane